11,11'-(naphthalene-2,3-diylbis(oxy))bis(undecan-1-ol) C1=C(C(=CC2=CC=CC=C12)OCCCCCCCCCCCO)OCCCCCCCCCCCO